(2R)-N-((R)-(3-chloro-2,4-difluorophenyl)(cis-3-cyclopropylcyclobutyl)methyl)-2-methyl-3-oxopiperazine-1-carboxamide ClC=1C(=C(C=CC1F)[C@H](NC(=O)N1[C@@H](C(NCC1)=O)C)[C@@H]1C[C@@H](C1)C1CC1)F